1-(4-Chloro-2-fluorophenyl)-5,5-difluoro-3-(trifluoromethyl)-1,4,5,6-tetrahydrocyclopenta[b]pyrrole ClC1=CC(=C(C=C1)N1C2=C(C(=C1)C(F)(F)F)CC(C2)(F)F)F